C=C\C=C/C\C=C/C\C=C/CCCCCCCCCCC (Z,Z,Z)-1,3,6,9-Heneicosatetraene